CN1C[C@H](CC1)C(=O)NC1=CC=C(C=N1)N1CCN(CC1)C(=O)OC(C)(C)C tert-butyl (S)-4-(6-(1-methylpyrrolidine-3-carboxamido)pyridin-3-yl)piperazine-1-carboxylate